CN1C=NC=C1C1=NC2=CC=CC=C2C(=C1)C1=NC2=C(N1C=1C=C3CCC(NC3=CC1)=O)C=CC(=C2)C(=O)N 2-(2-(1-methyl-1H-imidazol-5-yl)quinolin-4-yl)-1-(2-oxo-1,2,3,4-tetrahydroquinolin-6-yl)-1H-benzo[d]Imidazole-5-carboxamide